CN1NC(C2=CC=CC=C12)=O 1-methyl-1,2-dihydro-indazol-3-one